CS1NC(=NC2=C1C=CC=C2)C2=CC=CC=C2 1-methyl-3-phenyl-1,2,4-benzothiadiazine